tert-butyl 4-(3-((5-((imidazo[1,2-a]pyridin-7-ylmethyl) carbamoyl)-2-(((1-methyl-1H-pyrazol-3-yl)methyl)sulfonyl) phenyl)ethynyl)benzoyl)piperazine-1-carboxylate N=1C=CN2C1C=C(C=C2)CNC(=O)C=2C=CC(=C(C2)C#CC=2C=C(C(=O)N1CCN(CC1)C(=O)OC(C)(C)C)C=CC2)S(=O)(=O)CC2=NN(C=C2)C